4-(2-((3-fluorophenyl)sulfonyl)propan-2-yl)-N-(2-fluoro-pyridin-4-yl)piperidine-1-carboxamide FC=1C=C(C=CC1)S(=O)(=O)C(C)(C)C1CCN(CC1)C(=O)NC1=CC(=NC=C1)F